benzyl (1-(tert-butyl)-3-(3-(4-methylpyrimidin-2-yl)cyclopent-2-en-1-yl)-1H-pyrazol-5-yl)carbamate C(C)(C)(C)N1N=C(C=C1NC(OCC1=CC=CC=C1)=O)C1C=C(CC1)C1=NC=CC(=N1)C